C1(CCCCCC1)NC(C(C1CCN(CC1)CC)N(C(CCCCCCCCCCCCC)=O)C(CCCCCCC)CCCCCCC)=O N-(2-(cycloheptylamino)-1-(1-ethylpiperidin-4-yl)-2-oxoethyl)-N-(pentadecan-8-yl)tetradecanamide